(3S,4R)-4-Methyl-5-hexene C[C@H](CCC)C=C